FC1CC2[C@H]3CCCN3C3CCC4NCCC(NCCCOC2CC1)C4N3 (6R)-9-fluoro-13-oxa-2,17,21,25-tetraazapentacyclo[16.6.2.02,6.07,12.022,26]hexacosane